4-acetyl-5-methyl-3-phenyl-1H-pyrrole-2-carbaldehyde C(C)(=O)C=1C(=C(NC1C)C=O)C1=CC=CC=C1